1-(2-hydroxy-4,6-dimethylphenyl)-2-phenyl-1-ethanone OC1=C(C(=CC(=C1)C)C)C(CC1=CC=CC=C1)=O